CN(CCCCCCCCCCCCCCCC)C Dimethyl-palmitylamine